(E)-4-(cycloheptyloxy)-6-(4-fluoro-styryl)-2-hydroxy-3-(3-methylbut-2-en-1-yl)benzoic acid C1(CCCCCC1)OC1=C(C(=C(C(=O)O)C(=C1)\C=C\C1=CC=C(C=C1)F)O)CC=C(C)C